COC1=NC=C(C(=N1)OC)C(=O)O 2,4-Dimethoxypyrimidine-5-carboxylic acid